(1S,2R,3S,4R,5S)-4-(2-Chloro-6-((dicyclohexylmethyl)amino)-9H-purin-9-yl)-1-(chloromethyl)bicyclo[3.1.0]hexane-2,3-diol ClC1=NC(=C2N=CN(C2=N1)[C@H]1[C@@H]([C@@H]([C@@]2(C[C@H]12)CCl)O)O)NC(C1CCCCC1)C1CCCCC1